ClC1=NC(=C2N=CN(C2=N1)[C@H]1[C@H]([C@@H]([C@H](O1)COC(C(=O)O)(CC1=CC=CC=C1)C=1N=CSC1)O)F)NCCC 2-(((2R,3R,4S,5R)-5-(2-chloro-6-(propylamino)-9H-purin-9-yl)-4-fluoro-3-hydroxytetrahydrofuran-2-yl)methoxy)-3-phenyl-2-(thiazol-4-yl)propanoic acid